(S)-2-((4-(6-((3-cyano-1-methyl-1H-indazol-6-yl)methoxy)pyridin-2-yl)piperidine-1-yl)methyl)-1-(oxetan-2-ylmethyl)-1H-benzo[d]imidazole-6-carboxylic acid C(#N)C1=NN(C2=CC(=CC=C12)COC1=CC=CC(=N1)C1CCN(CC1)CC1=NC2=C(N1C[C@H]1OCC1)C=C(C=C2)C(=O)O)C